NC(C(=O)N1CCN(CC1)C(=O)NC1=NC(N(C=C1)C1=CC(=CC=C1)CCN1C[C@@H]2CNC[C@@H]2C1)=O)(C)C 4-(2-Amino-2-methylpropanoyl)-N-(1-(3-(2-((3aR,6aS)-hexahydropyrrolo[3,4-c]pyrrol-2(1H)-yl)ethyl)phenyl)-2-oxo-1,2-dihydropyrimidin-4-yl)piperazine-1-carboxamide